N-(1-methylallyl)carbamic acid tert-butyl ester C(C)(C)(C)OC(NC(C=C)C)=O